O1CCOCCOCCOCCOCCOCC1 1,4,7,10,13,16-Hexaoxacyclooctadecane